NC1=NC=NN2C1=CC=C2[C@@]2(O[C@@H]([C@H]1OC(O[C@H]12)(C)C)CO)C#N (3aR,4R,6R,6aR)-4-(4-aminopyrrolo[2,1-f][1,2,4]triazin-7-yl)-6-(hydroxymethyl)-2,2-dimethyl-6,6a-dihydro-3aH-furo[3,4-d][1,3]dioxole-4-carbonitrile